2-(5-hydroxypyridine-3-yl)benzaldehyde OC=1C=C(C=NC1)C1=C(C=O)C=CC=C1